1-(2-cyanoethyl)-2-n-undecylimidazolium C(#N)CCN1C(=[NH+]C=C1)CCCCCCCCCCC